O1-benzyl O3-methyl 4-oxopiperidine-1,3-dicarboxylate O=C1C(CN(CC1)C(=O)OCC1=CC=CC=C1)C(=O)OC